C1(=CC=CC2=CC=CC=C12)[Si](C1=CC=CC2=CC=CC=C12)(C1=CC=CC2=CC=CC=C12)OS(=O)(=O)C(F)(F)F Trinaphthylsilyltrifluoromethansulfonat